Tert-Butyl 2-[(7R)-11-chloro-7-methyl-2-oxo-7,8-dihydro-2H-[3]benzoxocino[5,6-c]pyridin-3(5H)-yl]-4-(difluoromethoxy)butanoate ClC=1C=CC2=C(C1)C=1C(=CN(C(C1)=O)C(C(=O)OC(C)(C)C)CCOC(F)F)CO[C@@H](C2)C